C(C)(C)(C)C1=NC(=CC(=C1)C)C(C)(C)C 2,6-di-t-butyl-4-methyl-pyridine